C(#N)C1=CC=2N(N=C1)C(=CC2)C2=CC(=C(C=N2)C2=NN=C(S2)N2CCCCC2)NC(C)C 1-[5-(6-{3-cyanopyrrolo[1,2-b]pyridazin-7-yl}-4-[(propan-2-yl)amino]pyridin-3-yl)-1,3,4-thiadiazol-2-yl]piperidin